C12(CC3CC(CC(C1)C3)C2)NCCCNC(=O)C2=NN(C(=C2C)C2=CC=C(C=C2)Cl)C2=C(C=C(C=C2)Cl)Cl N-(3-(((3s,5s,7s)-adamantan-1-yl)amino)propyl)-5-(4-chlorophenyl)-1-(2,4-dichlorophenyl)-4-methyl-1H-pyrazole-3-carboxamide